3',5'-dimethyl-7-(trifluoromethyl)spiro[chromane-2,1'-cyclohexan]-4-one CC1CC2(CC(C1)C)OC1=CC(=CC=C1C(C2)=O)C(F)(F)F